3-[2-acetyl-3-(4-chlorophenyl)-3,4-dihydropyrazol-5-yl]-4-benzyl-6-chloro-1H-quinolin-2-one C(C)(=O)N1N=C(CC1C1=CC=C(C=C1)Cl)C=1C(NC2=CC=C(C=C2C1CC1=CC=CC=C1)Cl)=O